N[C@@H]1[C@@H](CCCC1(F)F)N [(1R,2R)-2-amino-3,3-difluorocyclohexyl]amin